CC1=CC=CC(=N1)C1=NC2=C(N1C=1C=CC=3N(N1)C(=CN3)C#N)CCC2 6-(2-(6-methylpyridin-2-yl)-5,6-dihydrocyclopenta[d]imidazol-1(4H)-yl)imidazo[1,2-b]pyridazine-3-carbonitrile